di(decyl) monophenylphosphite C1(=CC=CC=C1)P(OCCCCCCCCCC)(OCCCCCCCCCC)[O-]